1-(3-formyl-1H-indol-5-yl)pyrazole-4-carboxylic acid ethyl ester C(C)OC(=O)C=1C=NN(C1)C=1C=C2C(=CNC2=CC1)C=O